(R)-2-Methylpropane-2-sulfinic acid [(S and R)-1-(5-bromo-pyridin-3-yl)-ethyl]-amide BrC=1C=C(C=NC1)[C@H](C)N[S@](=O)C(C)(C)C |&1:7|